FC(C1=CC=C(OC2CN(CCC2)C(=O)OCC2=CC=CC=C2)C=C1)(F)F benzyl 3-(4-(trifluoromethyl)phenoxy)piperidine-1-carboxylate